ClC1=CN=C2C(=N1)N(N=C2I)C2OCC2 6-chloro-3-iodo-1-(oxetan-2-yl)-1H-pyrazolo[3,4-b]Pyrazine